(4-(benzofuran-3-yl)thiophen-2-yl)-4-oxobutanoic acid O1C=C(C2=C1C=CC=C2)C=2C=C(SC2)C(C(=O)O)CC=O